NC=1C(=NC=CN1)S(=O)(=O)NC(=O)C=1C(=NC(=CC1)C1=CC=C(C=C1)C)NCC1(CCOCC1)C N-(3-Aminopyrazin-2-yl)sulfonyl-2-[(4-methyltetrahydropyran-4-yl)methylamino]-6-(p-tolyl)pyridin-3-carboxamid